B(OCCCCCCCCCCCC)(OCCCCCCCCCCCC)OCCCCCCCCCCCC trilauryl borate